C12N(CC(NC1)CC2)C=2C=C1CN(C(C1=CC2F)=O)C2CNCCC2 3-(5-(2,5-diazabicyclo[2.2.2]octan-2-yl)-6-fluoro-1-oxoisoindoline-2-yl)piperidine